(S)-2-((tert-Butoxycarbonyl)amino)-3-(1-(tert-butoxycarbonyl)piperidin-4-yl)propanoic acid C(C)(C)(C)OC(=O)N[C@H](C(=O)O)CC1CCN(CC1)C(=O)OC(C)(C)C